2-(3-(2-aminoethoxy)phenoxy)-1-phenylethanol NCCOC=1C=C(OCC(O)C2=CC=CC=C2)C=CC1